C(C)(C)(C)OC(=O)N1CC(C1)C1=CC=C(C=C1)OC(C)C 3-(4-isopropoxyphenyl)azetidine-1-carboxylic acid tert-butyl ester